Porphyrin chromium [Cr].C12=CC=C(N1)C=C1C=CC(=N1)C=C1C=CC(N1)=CC=1C=CC(N1)=C2